C(C)[Si](OC(C=C)(CC)C)(OC(C=C)(CC)C)OC(C=C)(CC)C Ethyltris(3-methyl-1-pentene-3-oxy)silane